Cl.Cl.FC1=C(C=CC(=C1)C1NCCC1)C=1N=C2SC3=C(N2C1)C=C(C(=C3)C(=O)N[C@@H]3CN(CCC3)C)OC 2-(2-fluoro-4-(pyrrolidin-2-yl)phenyl)-6-methoxy-N-((S)-1-methylpiperidin-3-yl)benzo[d]imidazo[2,1-b]thiazole-7-carboxamide dihydrochloride